3-{2-[4-(3,3-difluoro-4-piperidyl)-3-anisidino]-4-pyrimidinylamino}-8-fluoro-1,2-dihydro-2-quinolinone FC1(CNCCC1C1=C(C=C(OC)C=C1)NC1=NC=CC(=N1)NC=1C(NC2=C(C=CC=C2C1)F)=O)F